(R)-N-(4-(3,5-dimethylisoxazol-4-yl)-2-nitrophenyl)-1-(methylsulfonyl)pyrrolidin-3-amine CC1=NOC(=C1C1=CC(=C(C=C1)N[C@H]1CN(CC1)S(=O)(=O)C)[N+](=O)[O-])C